C(CCCCCC)(=O)OCC(COC(CCCCCC)=O)(C)C 2,2-dimethyl-1,3-propanediyl diheptanoate